C(C)C1=NC(=CC(=C1N1CC(CCC1)CC(=O)OCC)F)C=1N=NN(C1COS(=O)(=O)C)C ethyl 2-(1-(2-ethyl-4-fluoro-6-(1-methyl-5-(((methylsulfonyl)oxy)methyl)-1H-1,2,3-triazol-4-yl)pyridin-3-yl)piperidin-3-yl)acetate